(2S,3S)-ethyl 3-((2-chloro-5-fluoro-6-(furan-2-yl)pyrimidin-4-yl)amino)bicyclo[2.2.2]octane-2-carboxylate ClC1=NC(=C(C(=N1)N[C@@H]1[C@H](C2CCC1CC2)C(=O)OCC)F)C=2OC=CC2